(E)-2-(3,7-dimethylocta-2,6-dien-1-yl)-5-(2-methyloctan-2-yl)benzene-1,3-diol C\C(=C/CC1=C(C=C(C=C1O)C(C)(CCCCCC)C)O)\CCC=C(C)C